[Cl-].OC([NH+](C)CCC)O dihydroxy-propyl-dimethyl-ammonium chloride